1-([1,1'-biphenyl]-3-yl)-3-bromo-7-(tert-butyl)pyrene C1(=CC(=CC=C1)C1=CC(=C2C=CC3=CC(=CC4=CC=C1C2=C34)C(C)(C)C)Br)C3=CC=CC=C3